(R)-3-(7-(4-bromo-3-(trifluoromethyl)benzoyl)-6-methyl-4-oxo-2-thioxo-1,4,5,6,7,8-hexahydropyrido[3,4-d]pyrimidin-3(2H)-yl)-N,1-dimethyl-1H-pyrazole-5-carboxamide BrC1=C(C=C(C(=O)N2CC=3NC(N(C(C3C[C@H]2C)=O)C2=NN(C(=C2)C(=O)NC)C)=S)C=C1)C(F)(F)F